COC1=CC=C(C=C1)C=1C=C2C=CN(C(C2=CC1)=O)CCC1=CC=CC=C1 6-(4-methoxyphenyl)-2-phenethylisoquinolin-1(2H)-one